ClC1=NC=C(C(=C1)N1CCC(CC1)CCN(C)C)C#CC=1C=NN(C1)CC(F)F 2-(1-(2-Chloro-5-((1-(2,2-difluoroethyl)-1H-pyrazol-4-yl)ethynyl)pyridin-4-yl)piperidin-4-yl)-N,N-dimethylethan-1-amine